C(C)(C)(C)OC(=O)N1CCN(CC1)CCCN(C)C=1C=C2C(=CC=NC2=CC1)C(NCC(=O)N1[C@@H](CC(C1)(F)F)C#N)=O (S)-4-(3-((4-((2-(2-cyano-4,4-difluoropyrrolidin-1-yl)-2-oxoethyl)carbamoyl)quinolin-6-yl)(methyl)amino)propyl)piperazine-1-carboxylic acid tert-butyl ester